(8S)-N-benzyl-N-[(2,4-dimethoxyphenyl)methyl]-8-methoxy-2-(2-methyl-4-nitro-indol-1-yl)-5,6,7,8-tetrahydroquinazolin-4-amine C(C1=CC=CC=C1)N(C1=NC(=NC=2[C@H](CCCC12)OC)N1C(=CC2=C(C=CC=C12)[N+](=O)[O-])C)CC1=C(C=C(C=C1)OC)OC